C(#C)C1(CC2(COC2)C1)O 6-ethynyl-2-oxaspiro[3.3]heptane-6-ol